C(#N)C=1C=C(C=CC1NC(C)=O)C1=C(C(=CC=C1)C1=CC(=C(C=C1)NC(C)=O)F)O N,N'-(3-Cyano-3''-fluoro-2'-hydroxy-[1,1':3',1''-terphenyl]-4,4''-diyl)diacetamide